4-bromo-6-chloro-3-(2-pyrrolidin-1-ylethoxy)pyridazine BrC1=C(N=NC(=C1)Cl)OCCN1CCCC1